N-hydroxy-2-(2-methoxy-5-(methyl-(2-methylquinazolin-4-yl)amino)phenyl)propenamide ONC(C(=C)C1=C(C=CC(=C1)N(C1=NC(=NC2=CC=CC=C12)C)C)OC)=O